7-chloro-5-methoxy-4-(prop-2-yn-1-ylamino)-1-(pyrazin-2-yl)quinazolin-2(1H)-one ClC1=CC(=C2C(=NC(N(C2=C1)C1=NC=CN=C1)=O)NCC#C)OC